3-ethoxycarbonyl-1H-pyrazole-5-formic acid C(C)OC(=O)C1=NNC(=C1)C(=O)O